ClC=1C=C(C=CC1)C(CCC(=O)O)=C 4-(3-chlorophenyl)pent-4-enoic acid